Pyridoxin Sodium Chloride [Cl-].[Na+].N1=C(C)C(O)=C(CO)C(CO)=C1